F[Si](C(F)(F)F)(I)F Difluoroiodo(trifluoromethyl)silane